FC(C(=O)O)(F)F.FC(C(=O)O)(F)F.NCC(CN1N=NN(C1=O)C=1C=C(C=CC1)C=1C=CC(N(C1)CC)=O)=C(F)F 5-[3-[4-[2-(aminomethyl)-3,3-difluoro-allyl]-5-oxo-tetrazol-1-yl]phenyl]-1-ethyl-pyridin-2-one di-trifluoroacetate